(1S,3R,5R)-3-ethyl-N-(3-(5-fluoropyrimidin-2-yl)-4-(trifluoromethyl)phenyl)-1-(5-methyl-1,3,4-oxadiazol-2-yl)-6-azabicyclo[3.1.1]heptane-6-carboxamide C(C)[C@H]1C[C@@]2(N([C@H](C1)C2)C(=O)NC2=CC(=C(C=C2)C(F)(F)F)C2=NC=C(C=N2)F)C=2OC(=NN2)C